Cl.C1=CC=CC=2C3=CC=CC=C3C(C12)COC(=O)N[C@H](C(=O)O)CCN(C=1C=C(C=CC1)C)C (S)-2-((((9H-fluoren-9-yl)methoxy)carbonyl)amino)-4-(methyl(m-tolyl)amino)butanoic acid hydrochloride